(R)-2-amino-3-(6-fluoro-1H-indol-3-yl)propanoic acid N[C@@H](C(=O)O)CC1=CNC2=CC(=CC=C12)F